CN1C(=NC=C1)CC(C)C=1C=C(C=CC1)N1C(C2=CC=CC(=C2C1)C(F)(F)F)=O 2-(3-(1-(1-methyl-1H-imidazol-2-yl)propan-2-yl)phenyl)-4-(trifluoromethyl)isoindolin-1-one